methyl 1-palmitoylpyrrolidine-2-carboxylate C(CCCCCCCCCCCCCCC)(=O)N1C(CCC1)C(=O)OC